C(#C)C1=CC(N(C=2N=C(N=CC21)NC2=C(C=CC=C2)OC)C2=CC=C(C=C2)NC(C=C)=O)=O N-(4-(5-Ethynyl-2-((2-methoxyphenyl)amino)-7-oxopyrido[2,3-d]pyrimidin-8(7H)-yl)phenyl)acrylamide